C(CCCCCCCC)(=O)C(O)[C@](O)([C@@H](O)[C@](O)([C@H](O)COC(CCCCCCCC)=O)C(CCCCCCCC)=O)C(CCCCCCCC)=O 1,2,4,6-O-tetranonoyl-sorbitol